2-(3-bromophenyl)-5,7-dichloro-2,3-dihydrobenzofuran BrC=1C=C(C=CC1)C1OC2=C(C1)C=C(C=C2Cl)Cl